BrC1=CC2=C(N=CC3=C2N=CN(C3=O)C3=C(C=CC=C3Cl)Cl)N1COCC[Si](C)(C)C 8-bromo-3-(2,6-dichlorophenyl)-7-((2-(trimethylsilyl)ethoxy)methyl)-3H-pyrrolo[3',2':5,6]pyrido[4,3-d]pyrimidin-4(7H)-one